ethyl 3-(N-(2-chloro-3-fluorophenyl)-5-(3-methyloxetan-3-yl)-1-((2-(trimethylsilyl) ethoxy) methyl)-1H-benzo[d]imidazole-2-carboxamido)-2,2-difluoropropanoate ClC1=C(C=CC=C1F)N(C(=O)C1=NC2=C(N1COCC[Si](C)(C)C)C=CC(=C2)C2(COC2)C)CC(C(=O)OCC)(F)F